4-Aminophenylsulfone NC1=CC=C(C=C1)S(=O)(=O)C1=CC=C(C=C1)N